FC(N1C(=NC(=C1)CO)C)F [1-(difluoromethyl)-2-methyl-imidazol-4-yl]methanol